C(CC)N1CCN(CC1)C(=O)C1=C(C=C(C=C1)NC(=O)C1CC1)C1=NC=CC=C1 (N-[4-(4-propylpiperazine-1-carbonyl)-3-pyridin-2-ylphenyl])Cyclopropanecarboxamide